5-chloro-6-fluoro-4-(2-(((2R,7aS)-2-fluorotetrahydro-1H-pyrrolizin-7a(5H)-yl)methoxy)-4-(tosyloxy)-5,8-dihydropyrido[3,4-d]pyrimidin-7(6H)-yl)naphthalen-2-yl 4-methylbenzenesulfonate CC1=CC=C(C=C1)S(=O)(=O)OC1=CC2=CC=C(C(=C2C(=C1)N1CC=2N=C(N=C(C2CC1)OS(=O)(=O)C1=CC=C(C)C=C1)OC[C@]12CCCN2C[C@@H](C1)F)Cl)F